6-chloro-N-(4-(hydroxymethyl)tetrahydro-2H-pyran-4-yl)-2-methyl-5-((4-methylthiazol-5-yl)methoxy)benzofuran-3-carboxamide ClC1=CC2=C(C(=C(O2)C)C(=O)NC2(CCOCC2)CO)C=C1OCC1=C(N=CS1)C